methylene butanedisulfonate C1CCCS(=O)(=O)OCOS1(=O)=O